N-(2-chloro-3-((3,5-dimethyl-4-oxo-3,4-dihydroquinazolin-6-yl)amino)-4-fluorophenyl)-2-methylpropane-1-sulfonamide ClC1=C(C=CC(=C1NC=1C(=C2C(N(C=NC2=CC1)C)=O)C)F)NS(=O)(=O)CC(C)C